1-(3-ethyl-2-methoxyquinolin-7-yl)ethanone C(C)C=1C(=NC2=CC(=CC=C2C1)C(C)=O)OC